C1(CCCCC1)[C@@H](C(=O)N1[C@@H]([C@H]2C([C@H]2C1)(C)C)C(=O)N[C@H](C=O)C[C@H]1C(NCC1)=O)C (1R,2S,5S)-3-((S)-2-Cyclohexylpropanoyl)-6,6-dimethyl-N-((S)-1-oxo-3-((S)-2-oxopyrrolidin-3-yl)propan-2-yl)-3-azabicyclo[3.1.0]hexane-2-carboxamide